C(C1=CC=CC=C1)N1CCC(CC1)CN1C(NC(C(=C1C)C(=O)OCC)C1=COC2=CC=C(C=C2C1=O)Br)=O ethyl 1-((1-benzylpiperidin-4-yl)methyl)-4-(6-bromo-4-oxo-4H-chromen-3-yl)-6-methyl-2-oxo-1,2,3,4-tetrahydropyrimidine-5-carboxylate